C(=O)(O)COC=1C=C(C=CC1)C1=NN(N([NH2+]1)C1=CC=C(C=C1)S(=O)(=O)O)C=1SC(=C(N1)C)C (5-[3-(carboxymethoxy)phenyl])-3-(4,5-dimethyl-2-thiazolyl)-2-(4-sulfophenyl)-2H-tetrazolium